(hexamethylene)diphenol C1(=C(C=CC=C1)CCCCCCC1=C(C=CC=C1)O)O